((R)-1-((R)-4-morpholino-4-oxo-2-(pyrazine-2-carboxamido)butanamido)-3-phenylpropyl)boronic acid O1CCN(CC1)C(C[C@H](C(=O)N[C@@H](CCC1=CC=CC=C1)B(O)O)NC(=O)C1=NC=CN=C1)=O